N1(CCC1)C1=NC=C(C(=N1)COC(C)(C)C)CN1N=CC(=C1)[N+](=O)[O-] 2-(azetidin-1-yl)-4-(tert-butoxymethyl)-5-((4-nitro-1H-pyrazol-1-yl)methyl)pyrimidine